CCCCCCCCO Hept-7-ylmethanol